ClC=1C=C(C=CC1)C1=CC2=C(OCCN2C2=CC(=NC=C2)N)C=N1 4-[7-(3-chlorophenyl)-1H,2H,3H-pyrido[3,4-b][1,4]oxazin-1-yl]pyridin-2-amine